2-[(2E)-2-(aminomethyl)-3-fluoroprop-2-en-1-yl]-4-[(5-{3-[5-(propan-2-yl)-1,2,4-oxadiazol-3-yl]phenyl}thiophen-2-yl)methyl]-2,4-dihydro-3H-1,2,4-triazol-3-one hydrochloride Cl.NC/C(/CN1N=CN(C1=O)CC=1SC(=CC1)C1=CC(=CC=C1)C1=NOC(=N1)C(C)C)=C\F